3-[4-(bromomethyl)phenyl]-5-tert-butyl-1,2,4-oxadiazole BrCC1=CC=C(C=C1)C1=NOC(=N1)C(C)(C)C